5-[4-(azetidin-3-yl)phenyl]-1-methylpyrazole N1CC(C1)C1=CC=C(C=C1)C1=CC=NN1C